N1CCC12CNCC2 1,6-diazaspiro[3.4]octane